(2S,4R)-1-((S)-2-(2-(4-(3-aminopyridazin-4-yl)piperazin-1-yl)acetamido)-3,3-dimethylbutanoyl)-4-hydroxy-N-((S)-1-(4-(4-methylthiazol-5-yl)phenyl)ethyl)pyrrolidine-2-carboxamide NC=1N=NC=CC1N1CCN(CC1)CC(=O)N[C@H](C(=O)N1[C@@H](C[C@H](C1)O)C(=O)N[C@@H](C)C1=CC=C(C=C1)C1=C(N=CS1)C)C(C)(C)C